C/C/1=C\\C[C@H]2[C@H](C/C(=C/[C@H](C/C(=C/CC1)/C)O)/C)OC(=O)C2=C The molecule is a cembrane diterpenoid isolated from the soft coral Lobophytum crassum and shown to have anti-inflammatory and antineoplastic activity. It has a role as an anti-inflammatory agent, an antineoplastic agent and a coral metabolite. It is a cembrane diterpenoid, a gamma-lactone and a secondary alcohol.